CC1CCC=2C1=NC(=CC2CN2C[C@H](CCC2)C)C(=O)NC2=CC(=CC=C2)C2(COCC2)C2=NN=CN2C 7-methyl-N-(3-(3-(4-methyl-4H-1,2,4-triazol-3-yl)tetrahydrofuran-3-yl)phenyl)-4-(((S)-3-methylpiperidin-1-yl)methyl)-6,7-dihydro-5H-cyclopenta[b]pyridine-2-carboxamide